BrCC1(COC1)CNC1=CC=C(C=C1)NCC1CCCCC1 N1-((3-(bromomethyl)oxetan-3-yl)methyl)-N4-(cyclohexylmethyl)benzene-1,4-diamine